((trans)-2-methylcyclopropyl)methanol C[C@H]1[C@@H](C1)CO